(S)-N-(5-(2-(2-aminopyridin-3-yl)-5-(1H-pyrazol-1-yl)-3H-imidazo[4,5-b]pyridin-3-yl)-2,3-dihydro-1H-inden-1-yl)-4-fluoro-3-formylbenzamide NC1=NC=CC=C1C1=NC=2C(=NC(=CC2)N2N=CC=C2)N1C=1C=C2CC[C@@H](C2=CC1)NC(C1=CC(=C(C=C1)F)C=O)=O